1-Isobutanol C(C(C)C)O